BrC1=C(NC=2C1=NC(=CC2)Cl)C2=CC(=NC=C2)NC(C)=O N-[4-(3-bromo-5-chloro-1H-pyrrolo[3,2-b]pyridin-2-yl)pyridin-2-yl]acetamide